2-(2-(3-Phenylbutanoyl)isoindolin-5-yl)benzoic acid C1(=CC=CC=C1)C(CC(=O)N1CC2=CC=C(C=C2C1)C1=C(C(=O)O)C=CC=C1)C